CC1(CCC(CC1)(O[Si](C)(C)C)C=C)C (4,4-dimethyl-1-vinyl-cyclohexyloxy)-trimethyl-silane